C(C)(=O)NC=1SC(=CN1)C(=O)N[C@H](C(=O)NC=1C(N(C=CC1)CC(=O)NC12CC(C1)C2)=O)CCC(C(=O)NCC)=O (S)-2-(2-acetamidothiazole-5-carboxamido)-N1-(1-(2-(bicyclo[1.1.1]pentan-1-ylamino)-2-oxoethyl)-2-oxo-1,2-dihydropyridin-3-yl)-N6-ethyl-5-oxohexanediamide